2-phenylindole, dihydrochloride Cl.Cl.C1(=CC=CC=C1)C=1NC2=CC=CC=C2C1